4-(3-(5-bromopyrimidin-2-yl)-1-(2,2,2-trifluoroethyl)-1H-1,2,4-triazol-5-yl)benzoic acid BrC=1C=NC(=NC1)C1=NN(C(=N1)C1=CC=C(C(=O)O)C=C1)CC(F)(F)F